2-[2-chloro-4-(tri-fluoromethoxy)-phenoxy]-N-(2-methylpyrazol-3-yl)-5-(trifluoro-methyl)pyridine-3-carboxamide ClC1=C(OC2=NC=C(C=C2C(=O)NC=2N(N=CC2)C)C(F)(F)F)C=CC(=C1)OC(F)(F)F